3-oxabicyclo[3.1.0]hexan-2-one C12C(OCC2C1)=O